tert-butyl (S)-4-(1-acetyl-2-methyl-5-propoxy-1,2,3,4-tetrahydroquinolin-6-yl)-3,6-dihydropyridine-1(2H)-carboxylate C(C)(=O)N1[C@H](CCC2=C(C(=CC=C12)C=1CCN(CC1)C(=O)OC(C)(C)C)OCCC)C